4-(tert-butyl)-2-cyclopropyl-N-(oxazol-5-ylmethyl)benzamide C(C)(C)(C)C1=CC(=C(C(=O)NCC2=CN=CO2)C=C1)C1CC1